Cl.C1(=CC=CC=C1)C=1C(N(C(C1)=O)[C@H]1CNCCC1)=O (R)-3-phenyl-1-(piperidin-3-yl)-1H-pyrrole-2,5-dione hydrochloride